2-(3-cyclopropyl-1H-pyrazol-1-yl)acetamide C1(CC1)C1=NN(C=C1)CC(=O)N